3-(difluoromethyl)-2-hydroxy-6,8-dihydro-5H-1,7-naphthyridine-7-carboxylic acid tert-butyl ester C(C)(C)(C)OC(=O)N1CCC=2C=C(C(=NC2C1)O)C(F)F